N-hydroxy-4-{[3-(3-methyl-4-oxo-3,4-dihydro-quinazolin-6-yl)-5-(4-trifluoromethylphenyl)-1H-pyrazol-1-yl]methyl}benzamide ONC(C1=CC=C(C=C1)CN1N=C(C=C1C1=CC=C(C=C1)C(F)(F)F)C=1C=C2C(N(C=NC2=CC1)C)=O)=O